2-hydroxy-5-(3-methoxyphenyl)benzaldehyde OC1=C(C=O)C=C(C=C1)C1=CC(=CC=C1)OC